Diethyl (2-chloro-6-methylquinolin-4-yl)propanedioate ClC1=NC2=CC=C(C=C2C(=C1)C(C(=O)OCC)C(=O)OCC)C